6-(1-(3-Chloropyridin-2-yl)-3-methoxy-1H-pyrazol-5-carboxamido)-5-methyl-N-neopentylpyrazolo[1,5-a]pyridin-7-carboxamid ClC=1C(=NC=CC1)N1N=C(C=C1C(=O)NC=1C(=CC=2N(C1C(=O)NCC(C)(C)C)N=CC2)C)OC